C(C)(C)(C)OC(=O)N[C@@H](C(C)C)C(=O)O t-butoxycarbonyl-valine